(±)-3-(((4'-cyano-[1,1'-biphenyl]-4-yl)oxy)methyl)-1-(4-methoxybenzoyl)pyrrolidine-3-carboxamide C(#N)C1=CC=C(C=C1)C1=CC=C(C=C1)OC[C@@]1(CN(CC1)C(C1=CC=C(C=C1)OC)=O)C(=O)N |r|